5-{(3S)-5-fluoro-7-hydroxy-3-[(propan-2-yl)amino]-3,4-dihydro-2H-1-benzothiopyran-6-yl}-1λ6,2,5-thiadiazolidine-1,3-dione FC1=C(C(=CC2=C1C[C@@H](CS2)NC(C)C)O)N2CC(N[SH2]2=O)=O